2H-pyran-4-ylidene cyanide O1CCC(C=C1)(C#N)C#N